SCCSC(CO)CSCCSCCS 2-((2-mercaptoethyl)thio)-3-((2-((2-mercaptoethyl)thio)ethyl)thio)propan-1-ol